FC(CC[SiH2]OC(Cl)Cl)(F)F 3,3,3-trifluoropropyldichloromethoxysilane